FC=1C=C(C=C(C1)F)S(=O)(=O)NC=1C=C2C(=NNC2=CC1)\C=C\C=1C=NN(C1)CCO (E)-3,5-difluoro-N-(3-{2-[1-(2-hydroxyl-ethyl)-1H-pyrazol-4-yl]-vinyl}-1H-indazol-5-yl)-benzenesulfonamide